FC(C(=O)O)(F)F.FC(C1=NN(C(=C1)S(=O)(=O)C(C)(F)N1CCCCC1)C)F [1-[3-(difluoromethyl)-1-methyl-1H-pyrazole-5-sulfonyl]1-fluoroethyl]piperidine trifluoroacetate salt